3-(9-((4-(aminomethyl)phenyl)carbamoyl)-6-tosyl-5,6-dihydro-4H-benzo[b]thieno[2,3-d]azepin-8-yl)-6-(propylcarbamoyl)picolinic acid NCC1=CC=C(C=C1)NC(=O)C1=CC2=C(N(CCC3=C2SC=C3)S(=O)(=O)C3=CC=C(C)C=C3)C=C1C=1C(=NC(=CC1)C(NCCC)=O)C(=O)O